(3R,4R)-1-(1-((5-cyclopropyl-1,3,4-oxadiazol-2-yl)methyl)-5,6-difluoro-1H-benzo[d]imidazol-2-yl)-4-fluoropiperidin-3-amine C1(CC1)C1=NN=C(O1)CN1C(=NC2=C1C=C(C(=C2)F)F)N2C[C@H]([C@@H](CC2)F)N